S1N=CC=C1CN1[C@H]2CC(C[C@@H]1CC2)N (1R,3s,5S)-8-(isothiazol-5-ylmethyl)-8-azabicyclo[3.2.1]octan-3-amine